[Br-].C(C)[N+]1=C(C=C(C=C1C)C)C N-ethyl-2,4,6-trimethylpyridinium bromide salt